N,N,N-trimethyl-N-(2-methacryloyloxyethyl)ammonium chloride [Cl-].C[N+](CCOC(C(=C)C)=O)(C)C